C(C1=CC=CC=C1)OC(=O)N[C@@H](CNC(OC(C)(C)C)=O)CNC(NCCC(=O)O)=O (R)-7-(((benzyloxy)carbonyl)amino)-2,2-dimethyl-4,10-dioxo-3-oxa-5,9,11-triazatetradecan-14-oic acid